1-(5-chloro-2-(methylsulfonyl)-6-(trifluoromethyl)pyrimidin-4-yl)azetidine ClC=1C(=NC(=NC1C(F)(F)F)S(=O)(=O)C)N1CCC1